(4aR,8aS)-6-[3-[1-[4-(Trifluoromethyl)phenyl]ethyl]azetidine-1-carbonyl]-4,4a,5,7,8,8a-hexahydropyrido[4,3-b][1,4]oxazin-3-one FC(C1=CC=C(C=C1)C(C)C1CN(C1)C(=O)N1C[C@@H]2[C@@H](OCC(N2)=O)CC1)(F)F